(6-((tert-butoxycarbonyl)amino)imidazo[1,2-a]pyridin-3-yl)thiophene-2-carboxylic acid ethyl ester C(C)OC(=O)C=1SC=CC1C1=CN=C2N1C=C(C=C2)NC(=O)OC(C)(C)C